OC1=CC=C(C=C1)C(CCC1=CC=C(C=C1)O)C1=CC=C(C=C1)O 1,1,3-Tris(p-hydroxyphenyl)propane